C(C)(C)(C)[Si](C)(C)C#C tert-butyl-ethynyl-dimethyl-silane